FC1=CC=C(C=C1)C(C1=CC=C(C#N)C=C1)O 4-((4-fluorophenyl)(hydroxy)methyl)benzonitrile